7,8-dimethyl-10-((2R,3R,4S)-2,3,4,5-tetrahydroxypentyl)benzo[g]pteridine-2,4(3H,10H)-dione CC=1C(=CC2=C(N=C3C(NC(N=C3N2C[C@H]([C@H]([C@H](CO)O)O)O)=O)=O)C1)C